methyl 2-(3-{3-[2-(methoxymethoxy)phenyl]cinnolin-6-yl}-1,2-oxazol-5-yl)-3-methylbutanoate COCOC1=C(C=CC=C1)C=1N=NC2=CC=C(C=C2C1)C1=NOC(=C1)C(C(=O)OC)C(C)C